tert-Butyl (6-((tert-butyldimethylsilyl)oxy)hexyl)(methyl)carbamate [Si](C)(C)(C(C)(C)C)OCCCCCCN(C(OC(C)(C)C)=O)C